FC1=C(C=C2C=CC=NC2=C1)C(C)N1CNC=2C1=NC(=CN2)C2=CC=C(C#N)C=C2 4-(1-(1-(7-fluoroquinolin-6-yl)-ethyl)-3H-imidazo[4,5-b]pyrazin-6-yl)benzonitrile